C1(=CC=CC=C1)C(=C1OC2=C(C1P(C1=CC3=CC=CC=C3C=C1)(C1=CC3=CC=CC=C3C=C1)=O)C=CC(=C2)OC)C2=CC=CC=C2 (2-(diphenylmethylene)-6-methoxy-2,3-dihydrobenzofuran-3-yl)di(2-naphthyl)phosphine oxide